2-cyclopropyl-4-(7-(4-methoxyphenyl)-2,7-diazaspiro[4.4]nonan-2-yl)pyrimidin C1(CC1)C1=NC=CC(=N1)N1CC2(CC1)CN(CC2)C2=CC=C(C=C2)OC